CNC(CCCCN1CCCCC1)=O N-methyl-5-(piperidin-1-yl)pentanamide